C(#N)C1=CNC2=C(C=CC(=C12)C)NS(=O)(=O)C=1C=NN(C1C(F)F)C N-(3-cyano-4-methyl-1H-indol-7-yl)-5-(difluoromethyl)-1-methyl-pyrazole-4-sulfonamide